((5-(trifluoromethyl)pyridin-2-yl)amino)benzenesulfonamide FC(C=1C=CC(=NC1)NC1=C(C=CC=C1)S(=O)(=O)N)(F)F